NC=1SC2=C(N1)C(=CC(=C2)OC)C(=O)C2(CCC2)C(F)(F)F (2-amino-6-methoxybenzo[d]thiazol-4-yl)(1-(trifluoromethyl)cyclobutyl)methanone